Tert-butyl (R)-2,2-dimethyl-4-((4-(oxetan-3-yl)piperazin-1-yl)methyl)piperidine-1-carboxylate CC1(N(CC[C@H](C1)CN1CCN(CC1)C1COC1)C(=O)OC(C)(C)C)C